N(=C=S)CCCCS(=O)C 1-isothiocyanato-4-methyl-sulfinyl-butane